({2-[(2,3-dihydro-1H-inden-2-yloxy)methyl]-3',5'-dimethoxy-4'-methyl-[1,1'-biphenyl]-4-yl}oxy)cyclopropane-1-carboxylic acid C1C(CC2=CC=CC=C12)OCC1=C(C=CC(=C1)OC1(CC1)C(=O)O)C1=CC(=C(C(=C1)OC)C)OC